(S)-3'-chloro-2'-(5-((5-formyl-6-methoxy-3-(trifluoromethyl)pyridin-2-yl)amino)-5,6,7,8-tetrahydronaphthalen-1-yl)-6-methoxy-[2,4'-bipyridine]-5-carbaldehyde ClC=1C(=NC=CC1C1=NC(=C(C=C1)C=O)OC)C1=CC=CC=2[C@H](CCCC12)NC1=NC(=C(C=C1C(F)(F)F)C=O)OC